C(C1CO1)N(CC1CO1)CC1=CC(=CC(=C1)CN(CC1CO1)CC1CO1)CN(CC1CO1)CC1CO1 1,3,5-tris(N,N-diglycidyl-aminomethyl)benzene